N1=NN(C2=NC=CC=C21)C2=CC(=C(C(=O)N([C@H]1CNCCC1)C1=NC=CC3=CC(=CC=C13)/C=C/C(=O)O)C=C2)F (R,E)-3-(1-(4-(3H-[1,2,3]triazolo[4,5-b]pyridin-3-yl)-2-fluoro-N-(piperidin-3-yl)benzamido)isoquinolin-6-yl)acrylic acid